tris(isocyanatophenyl)-thiophosphate N(=C=O)C1=C(C=CC=C1)OP(=S)(OC1=C(C=CC=C1)N=C=O)OC1=C(C=CC=C1)N=C=O